(6-chloro-4-cyclobutylthieno[2,3-b]pyridin-2-yl)methanol ClC1=CC(=C2C(=N1)SC(=C2)CO)C2CCC2